6-methoxy-2-methyl-2,3,4,5-tetrahydro-1H-pyrido[4,3-b]indole COC1=CC=CC=2C3=C(NC12)CCN(C3)C